(R)-N-((S)-1-(5-bromo-3-(hydroxymethyl)-6-methylpyrazin-2-yl)-4'H,6'H-spiro[piperidine-4,5'-pyrrolo[1,2-b]pyrazole]-4'-yl)-2-methylpropan-2-sulfinamide BrC=1N=C(C(=NC1C)N1CCC2([C@@H](C=3N(N=CC3)C2)N[S@](=O)C(C)(C)C)CC1)CO